C(CC)C1CCC(CC1)C1=CC=C(C=C1)B(O)O [4-(4-propylcyclohexyl)phenyl]boronic acid